4-(hydroxy(1-trityl-1H-1,2,4-triazol-3-yl)methyl)-4-(hydroxymethyl)piperidine-1-carboxylic acid tert-butyl ester C(C)(C)(C)OC(=O)N1CCC(CC1)(CO)C(C1=NN(C=N1)C(C1=CC=CC=C1)(C1=CC=CC=C1)C1=CC=CC=C1)O